C(C1=CC=CC=C1)(C1=CC=CC=C1)N1[C@H]([C@@H](C1)O)C (2s,3r)-1-benzhydryl-2-methyl-azetidin-3-ol